3-bromo-2-ethyl-6-(trifluoromethyl)pyridine BrC=1C(=NC(=CC1)C(F)(F)F)CC